7-methyl-N-[4-(morpholin-4-yl)phenyl]-4-oxo-5-[2-(2,2,2-trifluoroethoxy)phenyl]-4,5-dihydropyrazolo[1,5-a]pyrazine-3-carboxamide CC1=CN(C(C=2N1N=CC2C(=O)NC2=CC=C(C=C2)N2CCOCC2)=O)C2=C(C=CC=C2)OCC(F)(F)F